CC([C@@H](C(=O)O)N1N=NC(=C1)C=1SC=CC1)C (S)-3-methyl-2-(4-(thiophen-2-yl)-1H-1,2,3-triazol-1-yl)butyric acid